7-(6-[methyl[(2R,4R)-2-methylpiperidin-4-yl]amino]pyridazin-3-yl)-4-(1H-pyrazol-4-yl)-1,3-dihydroindol-2-one CN(C1=CC=C(N=N1)C=1C=CC(=C2CC(NC12)=O)C=1C=NNC1)[C@H]1C[C@H](NCC1)C